FC=1C(=NC(=NC1)NC1=CC(=CC=C1)N1CCN(CC1)CCO)OC=1C=C(C=CC1)NC(C=C)=O N-(3-(5-fluoro-2-(3-(4-(2-hydroxyethyl)piperazin-1-yl)phenylamino)pyrimidin-4-yloxy)phenyl)acrylamide